4-((2-Hydroxyethyl)sulfonamido)-N-(6-methyl-2-(3-(trifluoromethyl)azetidin-1-yl)pyrimidin-4-yl)-2-(6-azaspiro[2.5]octan-6-yl)benzamide OCCS(=O)(=O)NC1=CC(=C(C(=O)NC2=NC(=NC(=C2)C)N2CC(C2)C(F)(F)F)C=C1)N1CCC2(CC2)CC1